C[C@H]1N(C[C@@H]([C@H]([C@@H]1O)O)O)C[C@H]1CN(CC1)C1=C(C=CC=C1)C(F)(F)F (2R,3R,4R,5S)-2-methyl-1-(((S)-1-(2-(trifluoromethyl)phenyl)pyrrolidin-3-yl)methyl)piperidine-3,4,5-triol